NCCCC[Si](OC)(OC)C 4-aminobutylmethyldimethoxysilane